FC(C(=O)O)(F)F.FC(C1=C(C2=C(S1)C1(CC(NCC1)C)OCC2)COC)F 2-(difluoromethyl)-3-(methoxymethyl)-2'-methyl-spiro[4,5-dihydrothieno[2,3-c]pyran-7,4'-piperidine] (trifluoroacetate)